C(C)(C)(C=C)O t-pentenol